F.N1(N=NC2=C1C=CC=C2)CO 1H-benzotriazole-1-methanol hydrofluoric acid salt